C1(CCCC1)C1=C(C=NC=2N1N=CC2)NC(=O)NC=2C=C(C(=NC2)C2=NOC(=N2)C(C(=O)O)C)C {3-[5-({[(7-cyclopentylpyrazolo[1,5-a]pyrimidin-6-yl)amino]carbonyl}amino)-3-methylpyridin-2-yl]-1,2,4-oxadiazol-5-yl}propanoic acid